Cl.C(CC)OC1=C(C(=O)C=2C=C3C(=CNC3=CC2)C2=CCN3CCCC3C2)C=CC=C1 5-(2-propoxybenzoyl)-3-(1,2,3,4,5,8-hexahydroindolizin-7-yl)-1H-indole hydrochloride